FC=1C=C2C(NN=C(C2=CC1F)[C@H](C)N(C(=O)C=1NC=2CCCCC2C1)C)=O (S)-N-(1-(6,7-difluoro-4-oxo-3,4-dihydrophthalazin-1-yl)ethyl)-N-methyl-4,5,6,7-tetrahydro-1H-indole-2-carboxamide